2-(5-(1-(3,5-dichloropyridin-4-yl)ethoxy)-1H-indazol-3-yl)-4,6-dihydroPyrrolo[3,4-d]Imidazole ClC=1C=NC=C(C1C(C)OC=1C=C2C(=NNC2=CC1)C=1NC2=C(N1)CNC2)Cl